2-(4-ethynylphenyl)furan C(#C)C1=CC=C(C=C1)C=1OC=CC1